BrC1=C(N=CC(=N1)S(=O)(=O)NC)NCC1=CC(=CC=C1)C(F)(F)F 6-Bromo-N-methyl-5-[[3-(trifluoromethyl)phenyl]methylamino]pyrazine-2-sulfonamide